Diethylmethylsulfonium bis(trifluoromethylsulfonyl)imide [N-](S(=O)(=O)C(F)(F)F)S(=O)(=O)C(F)(F)F.C(C)[S+](C)CC